5-(4'-Difluoromethyl-2'-methoxy-3,4,5,6-tetrahydro-2H-[1,3']bipyridinyl-4-yl)-2,4-dimethyl-7-(2-trifluoromethyl-benzyl)-2,4,5,7-tetrahydro-pyrazolo[3,4-d]pyrimidin-6-one FC(C1=C(C(=NC=C1)OC)N1CCC(CC1)N1C(N(C=2C(C1C)=CN(N2)C)CC2=C(C=CC=C2)C(F)(F)F)=O)F